N-(2-bromo-5-fluoro-4-methylphenyl)-2,2,2-trifluoroacetamide BrC1=C(C=C(C(=C1)C)F)NC(C(F)(F)F)=O